2-(3-propylsulfanyl-5-trifluoromethylpyridin-2-yl)-3-methyl-6-trifluoromethylpyridin C(CC)SC=1C(=NC=C(C1)C(F)(F)F)C1=NC(=CC=C1C)C(F)(F)F